FC(C1(CC1)C1=NC=C(C=N1)CC1CC2(CN(C2)C(=O)N2C[C@@H]3[C@@H](OCC(N3)=O)CC2)C1)(F)F (4aR,8aS)-6-[6-[[2-[1-(trifluoromethyl)cyclopropyl]pyrimidin-5-yl]methyl]-2-azaspiro[3.3]heptane-2-carbonyl]-4,4a,5,7,8,8a-hexahydropyrido[4,3-b][1,4]oxazin-3-one